6-(4-{[trans-4-{[4-(pentafluoro-λ6-sulfanyl)phenyl]Amino}cyclohexyl]sulfonyl}phenyl)imidazo[1,2-a]pyridine-3-carboxamide FS(C1=CC=C(C=C1)N[C@@H]1CC[C@H](CC1)S(=O)(=O)C1=CC=C(C=C1)C=1C=CC=2N(C1)C(=CN2)C(=O)N)(F)(F)(F)F